C(C=1C(C(=O)OCCOCCOCCCC)=CC=CC1)(=O)OCCOCCOCCCC bis(2-butoxyethoxyethyl) phthalate